methyl 3-{N-[3-(dimethylamino)propyl]2-hexyldecanesulfonamido}dodecanoate CN(CCCN(S(=O)(=O)CC(CCCCCCCC)CCCCCC)C(CC(=O)OC)CCCCCCCCC)C